2-(4-((4-((5-cyclopropyl-1H-pyrazol-3-yl)amino)pyrimidin-2-yl)(methyl)amino)piperidin-1-yl)-N-(1-(oxetan-3-yl)-1H-imidazol-4-yl)acetamide C1(CC1)C1=CC(=NN1)NC1=NC(=NC=C1)N(C1CCN(CC1)CC(=O)NC=1N=CN(C1)C1COC1)C